NC1=C2C(=NC=N1)N(N=C2C#CC=2C=C(C=CC2C)NC(=O)N2OCC[C@@H]2C2=CC(=C(C=C2)Cl)F)CC (R)-N-(3-((4-amino-1-ethyl-1H-pyrazolo[3,4-d]pyrimidin-3-yl)ethynyl)-4-methylphenyl)-3-(4-chloro-3-fluorophenyl)isoxazolidin-2-carboxamide